tert-butyl 4-((4-((3-chloro-2-fluorophenyl)(3,4-dimethoxybenzyl)amino)-7-meth-oxyquinazolin-6-yl)thio)piperidine-1-carboxylate ClC=1C(=C(C=CC1)N(C1=NC=NC2=CC(=C(C=C12)SC1CCN(CC1)C(=O)OC(C)(C)C)OC)CC1=CC(=C(C=C1)OC)OC)F